CC1(CO1)C 2,2-Dimethylethyleneoxide